(S)-2-(4-bromo-2-methylphenyl)-2-((2r,3r,4r,5r,6r)-3,4,5-tris(benzyloxy)-6-((benzyl)methyl)tetrahydro-2H-pyran-2-yl)ethan-1-ol BrC1=CC(=C(C=C1)[C@@H](CO)[C@H]1O[C@@H]([C@H]([C@H]([C@@H]1OCC1=CC=CC=C1)OCC1=CC=CC=C1)OCC1=CC=CC=C1)CCC1=CC=CC=C1)C